tin (III) carbonate hydrate O.C([O-])([O-])=O.[Sn+3].C([O-])([O-])=O.C([O-])([O-])=O.[Sn+3]